(2R,4R)-N1-(4-chlorophenyl)-N2-(5-(1-(4-cyanophenyl)-3-cyclopropyl-1-((S)-1,1-dimethylethylsulfinamido)propyl)-2-fluorophenyl)-4-hydroxypyrrolidine-1,2-dicarboxamide ClC1=CC=C(C=C1)NC(=O)N1[C@H](C[C@H](C1)O)C(=O)NC1=C(C=CC(=C1)C(CCC1CC1)(N[S@@](=O)C(C)(C)C)C1=CC=C(C=C1)C#N)F